2-{[(2S)-1,4-dioxan-2-yl]methyl}-N-[(pyridazin-3-yl)methyl]-8-(trifluoromethyl)-2H-furo[2,3-g]indazole-7-carboxamide O1[C@H](COCC1)CN1N=C2C3=C(C=CC2=C1)OC(=C3C(F)(F)F)C(=O)NCC=3N=NC=CC3